1-[2,4-dichloro-5-(2-pyrazol-1-ylethoxy)phenyl]-3-[(1S)-1-(2-pyrimidin-2-yl-1,2,4-triazol-3-yl)ethyl]urea ClC1=C(C=C(C(=C1)Cl)OCCN1N=CC=C1)NC(=O)N[C@@H](C)C=1N(N=CN1)C1=NC=CC=N1